tert-Butyl 6-methyl-4-(1,1,2,2,3,3,4,4,4-nonafluorobutylsulfonyloxy)-3,6-dihydro-2H-pyridine-1-carboxylate CC1C=C(CCN1C(=O)OC(C)(C)C)OS(=O)(=O)C(C(C(C(F)(F)F)(F)F)(F)F)(F)F